C(C)(C)(C)OC(N[C@H]1C2N(CC1CC2)C(=O)C=2C=C(C1=C(SC(=C1C)C1=CC=3C(=NC(=CC3)Cl)N1CC1CC1)C2)OC)=O tert-Butyl-((7R)-2-(2-(6-chloro-1-(cyclopropylmethyl)-1H-pyrrolo[2,3-b]pyridin-2-yl)-4-methoxy-3-methylbenzo[b]thiophene-6-carbonyl)-2-azabicyclo[2.2.1]heptan-7-yl)carbamate